2-[(3R)-3-[1-[5-chloro-4-[[(1R)-1-(2,4-dichlorophenyl)ethyl]amino]pyrimidin-2-yl]azetidin-3-yl]-1-piperidyl]-1-pyrrolidin-1-yl-ethanone ClC=1C(=NC(=NC1)N1CC(C1)[C@@H]1CN(CCC1)CC(=O)N1CCCC1)N[C@H](C)C1=C(C=C(C=C1)Cl)Cl